C1(CC1)CN1C(=NC2=C1C=CC=C2)N2CCC(CC2)OC=2C1=C(N=CN2)C(=CS1)C1=CC(=CC=C1)F 4-((1-(1-(cyclopropylmethyl)-1H-benzo[d]imidazol-2-yl)piperidin-4-yl)oxy)-7-(3-fluorophenyl)thieno[3,2-d]pyrimidine